(S)-N-(2-(2-cyanopyrrolidin-1-yl)-2-oxoethyl)-quinoline-4-carboxamide C(#N)[C@H]1N(CCC1)C(CNC(=O)C1=CC=NC2=CC=CC=C12)=O